3β-acetoxy-5a-hydroxy-7β,19-epoxy-stigmastan-6-one C(C)(=O)O[C@@H]1C[C@@]2(C([C@H]3[C@H]4[C@@H]5CC[C@H]([C@@H](CC[C@@H](CC)C(C)C)C)[C@]5(CC[C@@H]4[C@]2(CC1)CO3)C)=O)O